NC1=C(C(=NN1C1CCN(CC1)C(=O)OC(C)(C)C)C1=C2C=CNC2=C(C=C1)CNC(C1=C(C=CC(=C1)F)OC)=O)C#N tert-Butyl 4-(5-amino-4-cyano-3-(7-((5-fluoro-2-methoxybenzamido)methyl)-1H-indol-4-yl)-1H-pyrazol-1-yl)piperidine-1-carboxylate